C(C1=CC=CC=C1)N1CC2(C1)CC(C2)OC(=O)N2[C@@H](CN(C[C@H]2C)C2=NC=C(C=N2)C(F)(F)F)C (2R,6R)-2,6-dimethyl-4-[5-(trifluoromethyl)pyrimidin-2-yl]piperazine-1-carboxylic acid 2-benzyl-2-azaspiro[3.3]hept-6-yl ester